O(C1=CC=CC=C1)C1=C(C=C(C=C1)N1C(N(C(NC1=O)=O)C1=CC=CC=C1)=O)CN1N=CN=C1 1-{4-Phenoxy-3-[(1H-1,2,4-triazol-1-yl)methyl]phenyl}-3-phenyl-1,3,5-triazinan-2,4,6-trion